CC1=CC=C(C=C1)P(C1=C(C2=CC=CC=C2C=C1)C1=C(C=CC2=CC=CC=C12)P(C1=CC=C(C=C1)C)C1=CC=C(C=C1)C)C1=CC=C(C=C1)C 2,2'-bis[bis(4-methylphenyl)phosphino]-1,1'-binaphthyl